C(C)OC(C)OC[C@@H]1OC1 (2R)-2-[(1-ethoxyethoxy)methyl]oxirane